C[Na] methylnatrium